2-(2-(4-(6-(1-methyl-1H-pyrazol-4-yl)pyrazolo[1,5-a]pyridin-3-yl)piperazin-1-yl)pyrimidin-5-yl)-1-phenylethan-1-one CN1N=CC(=C1)C=1C=CC=2N(C1)N=CC2N2CCN(CC2)C2=NC=C(C=N2)CC(=O)C2=CC=CC=C2